BrC1=C(C=C(C=C1)Cl)C[C@@H](C(=O)N(C)CCCCC=C)NC(OC(C)(C)C)=O tert-butyl (S)-(3-(2-bromo-5-chlorophenyl)-1-(hex-5-en-1-yl(methyl)amino)-1-oxopropan-2-yl)carbamate